C(C1=CC=CC=C1)C(C(=O)O)CC(=O)N1C[C@H]2CCCC[C@H]2C1 2-benzyl-3-(cis-perhydroisoindole-2-carbonyl)propionic acid